1-methyl-4-(3-methyl-4-(4,4,5,5-tetramethyl-1,3,2-dioxaborolan-2-yl)phenyl)piperidine CN1CCC(CC1)C1=CC(=C(C=C1)B1OC(C(O1)(C)C)(C)C)C